N1=CC=C(C=C1)NC=1N=CC2=C(N1)NC=C2C=2C=C1C=CC=NC1=CC2 N-(pyridin-4-yl)-5-(quinolin-6-yl)-7H-pyrrolo[2,3-d]pyrimidin-2-amine